CC=1NC2=C(C=CC(=C2C1C)N[C@@H]1CNCC1)C(=O)N (S)-2,3-dimethyl-4-(pyrrolidin-3-ylamino)-1H-indole-7-carboxamide